ClC1=CC(=C(N=N1)C(=C)C(F)(F)F)OC 6-chloro-4-methoxy-3-[1-(trifluoromethyl)vinyl]pyridazine